4-[4-(benzo[d]isothiazol-3-yl)piperazin-1-yl]-1-[3-chloro-10,11-dihydro-5H-dibenzo[b,f]azepin-5-yl]butan-1-one oxalate salt C(C(=O)O)(=O)O.S1N=C(C2=C1C=CC=C2)N2CCN(CC2)CCCC(=O)N2C1=C(CCC3=C2C=CC=C3)C=CC(=C1)Cl